C1(CCC1)(C(=O)[O-])C(=O)[O-].[Ag+].[Ag+] silver 1,1-cyclobutanedicarboxylate